R-(+)-butylene oxide C1CCCO1